N-ethyl-N-(trifluoro-λ4-sulfanyl)ethylamine C(C)N(S(F)(F)F)CC